C(C)(C)(C)OC(=O)N1[C@H]2[C@@H]([C@]([C@@H](C1=O)C2)(C)O)O (1R,4S,5R,6S)-tert-butyl-5,6-dihydroxy-5-methyl-3-oxo-2-azabicyclo[2.2.1]heptane-2-carboxylate